ClC=1C=C(C=CC1F)[C@@H]1N(C[C@H](N(C1)C(=O)C1(CC1)C(F)(F)F)C)C(C(=O)NC1=NC(=C(C(=O)N)C=C1)OC)=O (2-((2S,5R)-2-(3-chloro-4-fluorophenyl)-5-methyl-4-(1-(trifluoromethyl)cyclopropanecarbonyl)piperazin-1-yl)-2-oxoacetamido)-2-methoxynicotinamide